O[C@@H](C)C1=C(C=C(C2=C1N(C=N2)C)C2=CC=C(C=C2)OC(F)(F)F)CNC(C=C)=O (S)-N-((7-(1-hydroxyethyl)-1-methyl-4-(4-(trifluoromethoxy)phenyl)-1H-benzo[d]imidazol-6-yl)methyl)acrylamide